2-(Phenylsulfonyl)acetonitrile C1(=CC=CC=C1)S(=O)(=O)CC#N